[Cl].ClC1=C(C=C(OCC(=O)NC(=O)C23CC(C2)(C3)/C=N/O)C=C1)F 2-(4-chloro-3-fluoro-phenoxy)-N-[1-[(E)-hydroxyiminomethyl]-3-bicyclo[1.1.1]pentanoyl]acetamide chlorine